3,6-difluoro-5-(7-methoxy-6-((4-methylpiperidin-4-yl)sulfonyl)imidazo[1,2-a]pyridin-3-yl)pyridin-2-amine FC=1C(=NC(=C(C1)C1=CN=C2N1C=C(C(=C2)OC)S(=O)(=O)C2(CCNCC2)C)F)N